3-deoxy-D-fucose O=C[C@H](O)C[C@@H](O)[C@H](O)C